CC1=C(OC2=C1C=C(C=C2)OCCCC2=CC=CC=C2)C(=O)O 3-Methyl-5-(3-phenylpropoxy)benzofuran-2-carboxylic acid